C(CCCCCCCCCCCCCCCCCCCCC)OC(CCCCCCCCCCCCC)=O.C(CCCCCCCCCCC\C=C/CCCCCCCC)(=O)OCCCCCCCC\C=C/CCCCCCCC oleyl erucate behenyl-myristate